3-(3',5'-ditert.butyl-4-hydroxyphenyl)-propionate C(C)(C)(C)C=1C=C(C=C(C1O)C(C)(C)C)CCC(=O)[O-]